4-(7-methyl-2-((6-methylpyrazolo[1,5-a]pyrimidin-5-yl)amino)-8-oxo-7,8-dihydro-9H-purin-9-yl)tetrahydro-2H-pyran-4-carbonitrile CN1C(N(C2=NC(=NC=C12)NC1=NC=2N(C=C1C)N=CC2)C2(CCOCC2)C#N)=O